(R,E)-5-(5-(2-(2-(3-((2-fluoroethoxy)methyl)-4-(pyrimidin-4-yl)piperazin-1-yl)pyrimidin-5-yl)vinyl)pyridin-2-yl)oxazole FCCOC[C@H]1CN(CCN1C1=NC=NC=C1)C1=NC=C(C=N1)/C=C/C=1C=CC(=NC1)C1=CN=CO1